methyl 4-chloro-2-(pyridin-4-yl)benzoate ClC1=CC(=C(C(=O)OC)C=C1)C1=CC=NC=C1